4-(3-oxa-8-azabicyclo[3.2.1]octane-8-carbonyl)benzoic acid C12COCC(CC1)N2C(=O)C2=CC=C(C(=O)O)C=C2